C1(=CC=CC=2C3=CC=CC=C3CC12)COC(=O)N1[C@@H](CCC1)C(=O)O (E)-N-fluorenylmethoxycarbonyl-L-proline